1-bromo-3-iodo-5-methylbenzene BrC1=CC(=CC(=C1)C)I